C(C)(C)(C)OC(=O)N1CCN(CC1)C=1C2=C(N=CN1)N(C=C2C2=C(C=CC=C2)F)S(=O)(=O)C2=CC=C(C)C=C2 tert-Butyl-4-(5-(2-fluorophenyl)-7-tosyl-7H-pyrrolo[2,3-d]pyrimidin-4-yl)piperazine-1-carboxylate